COC(=O)C1=NC(=NC=C1)N1CC2(C1)CN(CC2)S(=O)(=O)C2=CC(=CC=C2)C=2SC=CC2 2-(6-((3-(thiophen-2-yl)phenyl)sulfonyl)-2,6-diazaspiro[3.4]octane-2-yl)pyrimidine-4-carboxylic acid methyl ester